C(C)(C)(C)OC(=O)N(C1CCN(CC1)C1=C2C=NC(=NC2=C(C=C1)C(=O)OC)OC)C1CC1 methyl 5-[4-[tert-butoxycarbonyl(cyclopropyl)amino]-1-piperidyl]-2-methoxy-quinazoline-8-carboxylate